α-Hydroxyisobutyramid OC(C(=O)N)(C)C